N=C(CCNC(=O)C=1N(C=C(C1)NC(=O)C=1N(C=C(C1)NC(C1=CC=C(C=C1)\C=C\C=1C=NC2=CC=CC=C2C1)=O)C)C)NOC (E)-N-(3-imino-3-(methoxyamino)propyl)-1-methyl-4-(1-methyl-4-(4-(2-(quinolin-3-yl)vinyl)benzamido)-1H-pyrrole-2-carboxamido)-1H-pyrrole-2-carboxamide